S(C#N)C(CC)CCCCC 3-thiocyanooctane